1-(2-ethoxy-5-fluoropyridin-4-yl)-6-fluoro-3-isopropyl-N-(3-methyl-1,1-dioxothietan-3-yl)-2-oxo-2,3-dihydro-1H-benzo[d]imidazole-5-carboxamide C(C)OC1=NC=C(C(=C1)N1C(N(C2=C1C=C(C(=C2)C(=O)NC2(CS(C2)(=O)=O)C)F)C(C)C)=O)F